3-(8-bromo-3-(2,2,2-trifluoroethyl)indolizine-2-yl)prop-2-yn-1-ol BrC1=CC=CN2C(=C(C=C12)C#CCO)CC(F)(F)F